ethyl 1-[[1-[4-[4-[1-methyl-5-[[(1R)-1-phenylethoxy] carbonylamino] triazol-4-yl]-1-piperidyl]phenyl]cyclopropanecarbonyl]sulfamoyl]cyclopropanecarboxylate CN1N=NC(=C1NC(=O)O[C@H](C)C1=CC=CC=C1)C1CCN(CC1)C1=CC=C(C=C1)C1(CC1)C(=O)NS(=O)(=O)C1(CC1)C(=O)OCC